FC=1C=NC(=C(C1)C(F)(F)F)C 3-fluoro-6-methyl-5-(trifluoromethyl)pyridin